The molecule is a 2',3'-cyclic pyrimidine nucleotide that is CMP in which the hydroxy groups at the 2' and 3' positions have been converted into the corresponding cyclic phosphate. It is a cytidine 5'-phosphate and a 2',3'-cyclic pyrimidine nucleotide. It derives from a cytidine 5'-monophosphate. C1=CN(C(=O)N=C1N)[C@H]2[C@H]3[C@@H]([C@H](O2)COP(=O)(O)O)OP(=O)(O3)O